1,2-di(eicosahexaenoyl)-sn-glycero-3-phosphoethanolamine C(C=CC=CC=CC=CC=CC=CCCCCCCC)(=O)OC[C@@H](OC(C=CC=CC=CC=CC=CC=CCCCCCCC)=O)COP(=O)(O)OCCN